1,5-dimethyl-9,10-bis(n-propoxycarbonyloxy)anthracene CC1=CC=CC2=C(C3=C(C=CC=C3C(=C12)OC(=O)OCCC)C)OC(=O)OCCC